(4-chlorothieno[2,3-b]pyridin-5-yl)-[(3R,9aS)-3-(3-chloro-4-fluoro-phenyl)-3,4,6,7,9,9a-hexahydro-1H-pyrazino[2,1-c][1,4]oxazin-8-yl]methanone ClC1=C2C(=NC=C1C(=O)N1C[C@H]3CO[C@@H](CN3CC1)C1=CC(=C(C=C1)F)Cl)SC=C2